C(C)(=O)[C@@]1(O)[C@H](N)[C@@H](O)[C@H](O)[C@H](O1)CO acetyl-α-D-glucosamine